O1N=CC(=C1)CNC(O[C@H]1[C@H](NC[C@@H]1O)CC1=CC=C(C=C1)OC)=O (2R,3S,4S)-4-hydroxy-2-[(4-methoxyphenyl)methyl]pyrrolidin-3-yl N-(1,2-oxazol-4-ylmethyl)carbamate